2-(2,6-dioxopiperidin-3-yl)-4-[[8-(methylamino)octyl]amino]isoindole-1,3-dione O=C1NC(CCC1N1C(C2=CC=CC(=C2C1=O)NCCCCCCCCNC)=O)=O